[2-[(3-Aminocyclobutyl)amino]-2-oxo-ethyl]-trimethyl-ammonium iodide hydrochloride Cl.[I-].NC1CC(C1)NC(C[N+](C)(C)C)=O